1-hexyl-2,3-dimethylimidazolium hydroxide [OH-].C(CCCCC)N1C(=[N+](C=C1)C)C